ClC=1C=C(C=C(C1)Cl)C=1OC2=C(N1)C=CC(=C2)C(=O)N(C)CCN(C)C 2-(3,5-dichlorophenyl)-N-(2-(dimethylamino)ethyl)-N-methylbenzo[d]oxazole-6-carboxamide